P(=O)([O-])([O-])[O-].[Na+].OC=1[C@H](OC(C1O)=O)[C@H](CO)O.[Na+].[Na+] Vitamin C sodium phosphate